tert-Butyl-4-((3-((2-(4-methoxyphenyl)quinolin-4-yl)amino)propyl)amino)hexahydrocyclopenta[c]pyrrole-2(1H)-carboxylate C(C)(C)(C)OC(=O)N1CC2C(C1)C(CC2)NCCCNC2=CC(=NC1=CC=CC=C21)C2=CC=C(C=C2)OC